methyl 3-chloro-4-methyl-5-(4,4,5,5-tetramethyl-1,3,2-dioxaborolan-2-yl)benzoate ClC=1C=C(C(=O)OC)C=C(C1C)B1OC(C(O1)(C)C)(C)C